FC1=C(C(=O)OC)C(=CC=C1F)[N+](=O)[O-] methyl 2,3-difluoro-6-nitrobenzoate